4-[2-(4-Hydroxy-2-methoxyphenyl)-4-oxo-4H-pyrido[1,2-a]pyrimidin-7-yl]-3,6-dihydropyridin OC1=CC(=C(C=C1)C=1N=C2N(C(C1)=O)C=C(C=C2)C=2CC=NCC2)OC